4-nitro-N-(oxolan-3-yl)benzenesulfonamide [N+](=O)([O-])C1=CC=C(C=C1)S(=O)(=O)NC1COCC1